Phosphoroxychlorid O=P(Cl)(Cl)Cl